C(#N)C1=CC(=C(C=C1)SCC1=CC=CC(=N1)OC1CCN(CC1)CC1=NC2=C(N1CC1(CC1)CC#N)C=C(C=C2)C(=O)O)F 2-((4-((6-(((4-cyano-2-fluorophenyl)thio)methyl)pyridin-2-yl)oxy)piperidin-1-yl)methyl)-1-((1-(cyanomethyl)cyclopropyl)methyl)-1H-benzo[d]imidazole-6-carboxylic acid